C(C)(C)(C)OC(=O)N1[C@@H](CCC1)CON1C(C2=CC=CC=C2C1=O)=O.C1(=CC=C(C=C1)C1CC(C2=CC=CC=C2C1)C=1C(OC2=CC=CC=C2C1O)=O)C1=CC=CC=C1 3-(3-biphenyl-4-yl-1,2,3,4-tetrahydro-1-naphthyl)-4-hydroxycoumarin tert-butyl-(2S)-2-[(1,3-dioxoisoindolin-2-yl)oxymethyl]pyrrolidine-1-carboxylate